N-cyclopropyl-5-fluoro-N-isopropyl-2-((4-(7-(((2S,5R)-5-(oxetane-3-sulfonamido)tetrahydro-2H-pyran-2-yl)methyl)-2,7-diazaspiro[3.5]nonan-2-yl)pyrimidin-5-yl)oxy)benzamide C1(CC1)N(C(C1=C(C=CC(=C1)F)OC=1C(=NC=NC1)N1CC2(C1)CCN(CC2)C[C@H]2OC[C@@H](CC2)NS(=O)(=O)C2COC2)=O)C(C)C